ClC1=NC=CC(=C1C#N)OC 2-chloro-4-methoxypyridine-3-carbonitrile